D-2,4-dihydroxy-3,3-dimethylbutanoyl-phosphate O[C@@H](C(=O)OP(=O)([O-])[O-])C(CO)(C)C